6-QUINOLINYLBORONIC ACID HYDRATE O.N1=CC=CC2=CC(=CC=C12)B(O)O